tert-butyl 6-[[4-(trifluoromethyl) triazol-2-yl] methyl]-2-azaspiro[3.3]heptane-2-carboxylate FC(C1=NN(N=C1)CC1CC2(CN(C2)C(=O)OC(C)(C)C)C1)(F)F